CCCCC(C)C i-Heptan